(2S,3aS,7aS)-1-(tert-Butoxycarbonyl)octahydro-1H-indole-2-carboxylic acid C(C)(C)(C)OC(=O)N1[C@@H](C[C@@H]2CCCC[C@H]12)C(=O)O